trichlorotrityl-benzyl-hydroxycarbazole ClC=1C(=C2C=3C(=C(C(=C(C3NC2=CC1)O)CC1=CC=CC=C1)C(C1=CC=CC=C1)(C1=CC=CC=C1)C1=CC=CC=C1)Cl)Cl